[Cl-].FC(C(=O)NCC1CC[NH2+]CC1)(F)F 2,2,2-trifluoro-N-(piperidin-1-ium-4-ylmethyl)acetamide chloride